C(C1=CC=CC=C1)(=O)OC1CC(NC(C1)(C)C)(C)C 4-benzoyloxy-2,2,6,6-tetramethylpiperidine